N1C=NC(=C1)C(=O)O imidazole-4-formic acid